3-{5-[1-(methylamino)isoquinolin-3-yl]-1-oxo-2,3-dihydro-1H-isoindol-2-yl}piperidine-2,6-dione CNC1=NC(=CC2=CC=CC=C12)C=1C=C2CN(C(C2=CC1)=O)C1C(NC(CC1)=O)=O